(3R)-2,3-dihydroxy-6-oxopyridine-3-carboxamide OC1=NC(C=C[C@@]1(C(=O)N)O)=O